C(C)(=O)N1CCN(CC1)C=1C=CC(=NC1)NC1=NC=C(C(=N1)C1=C(N=C(S1)NC)C)C#N 2-((5-(4-acetylpiperazin-1-yl)pyridin-2-yl)amino)-4-(4-methyl-2-(methyl-amino)thiazol-5-yl)pyrimidine-5-carbonitrile